7'-bromo-8'-methyl-1',2'-dihydrospiro[cyclopropane-1,3'-pyrido[2,3-b][1,4]oxazine] BrC1=C(C2=C(OC3(CN2)CC3)N=C1)C